benzoindole iodine [I].N1C=CC2=CC=C3C(=C12)C=CC=C3